ethyl 2-(4-((4-((5-cyclopropyl-1H-pyrazol-3-yl)amino)pyrimidin-2-yl)(methyl)amino)piperidin-1-yl)acetate C1(CC1)C1=CC(=NN1)NC1=NC(=NC=C1)N(C1CCN(CC1)CC(=O)OCC)C